((R)-1-(((2R,3S,4R,5R)-5-(6-chloro-4-(cyclopentylamino)-1H-pyrazolo[3,4-d]pyrimidin-1-yl)-3,4-dihydroxytetrahydro-furan-2-yl)methoxy)ethyl)phosphonic acid ClC1=NC(=C2C(=N1)N(N=C2)[C@H]2[C@@H]([C@@H]([C@H](O2)CO[C@@H](C)P(O)(O)=O)O)O)NC2CCCC2